C1(CCCCC=CCCCCCCCCC1)=O 6-cyclohexadecen-1-one